C(CC)C1CCC(CC1)NC(=O)C1=CC(=CC(=C1)C(=O)NC1CCC(CC1)CCC)C(=O)NC1CCC(CC1)CCC 1,3,5-benzenetricarboxylic acid tri(4-n-propylcyclohexylamide)